P(=O)(OC[C@@H](COC(CCCCCCCCCCCCCCCCC)=O)OC(CC\C=C/C\C=C/C\C=C/C\C=C/C\C=C/C\C=C/CC)=O)(OCC[N+](C)(C)C)[O-] (R)-2-(((4Z,7Z,10Z,13Z,16Z,19Z)-docosa-4,7,10,13,16,19-hexaenoyl)oxy)-3-(stearoyloxy)propyl (2-(trimethylammonio)ethyl) phosphate